C(C)C1=C(N)C=CC=C1 2-ethyl-aniline